1,5-Dimethyl-3-(5-{[(3R)-2-oxoazepan-3-yl]amino}[1,2,4]triazolo[1,5-c]quinazolin-2-yl)-1H-pyrrole-2-carbonitrile CN1C(=C(C=C1C)C1=NN2C(=NC=3C=CC=CC3C2=N1)N[C@H]1C(NCCCC1)=O)C#N